dipropoxybarium C(CC)O[Ba]OCCC